4-(5-hydroxy-1-(5-(2-oxopyrrolidin-1-yl)pyridin-2-yl)-1H-pyrazol-4-yl)benzonitrile OC1=C(C=NN1C1=NC=C(C=C1)N1C(CCC1)=O)C1=CC=C(C#N)C=C1